2-[6-amino-5-[(1R,5S)-8-[3-(2-azaspiro[3.3]heptan-6-yloxy)phenyl]-3,8-diazabicyclo[3.2.1]octan-3-yl]pyridazin-3-yl]phenol NC1=C(C=C(N=N1)C1=C(C=CC=C1)O)N1C[C@H]2CC[C@@H](C1)N2C2=CC(=CC=C2)OC2CC1(CNC1)C2